CC1(C2C3C4C=CC(C3C(C1)C2)C4)C(=O)OCCCC 9-methyl-9-n-butoxycarbonyl-tetracyclo[6.2.1.13,6.02,7]Dodec-4-ene